C(C1=CC=CC=C1)OC1=C(C(=CC=C1)C#C)C1OCCO1 2-[2-(benzyloxy)-6-ethynylphenyl]-1,3-dioxolane